Fluorouridine-3'-monophosphate P(=O)(O)(O)O[C@H]1[C@H]([C@@](O[C@@H]1CO)(N1C(=O)NC(=O)C=C1)F)O